(R)-1'-(5-Benzyl-4H-1,2,4-triazole-3-carbonyl)-6-chloro-5-fluorospiro[benzo[d][1,3]oxazine-4,3'-piperidin]-2(1H)-one C(C1=CC=CC=C1)C=1NC(=NN1)C(=O)N1C[C@@]2(CCC1)C1=C(NC(O2)=O)C=CC(=C1F)Cl